C1(CC1)S(=O)(=O)NC=1SC=C(N1)C(C(=O)NC1=NC=C(C=C1)C1=NC=CN=C1)CCOC 2-(2-(cyclopropanesulfonamido)thiazol-4-yl)-4-methoxy-N-(5-(pyrazin-2-yl)pyridin-2-yl)butanamide